N-[4-(4,4,5,5-tetramethyl-1,3,2-dioxaborolan-2-yl)phenyl]cyclopropanecarboxamide CC1(OB(OC1(C)C)C1=CC=C(C=C1)NC(=O)C1CC1)C